C(C1=CC=CC=C1)OC1=C(C(=CC(=C1C)O)O)C(=O)N1CCC=2C=CC=NC2C1 (2-(benzyloxy)-4,6-dihydroxy-3-methylphenyl)(5,8-dihydro-1,7-naphthyridin-7(6H)-yl)methanone